ClC1=C(C=CC(=C1)SC(F)(F)F)N=C=O 2-chloro-4-(trifluoromethylthio)phenyl isocyanate